FC=1C=C(C=CC1OC=1C=2N(C=CC1)C=CN2)C2C=1N(CCC2)N(C(C1C(=O)N)=O)C1=CC=CC=C1 (3-fluoro-4-(imidazo[1,2-a]pyridin-8-yloxy)phenyl)-2-oxo-1-phenyl-1,2,4,5,6,7-hexahydropyrazolo[1,5-a]pyridine-3-carboxamide